ICC1(CC(C(O1)=O)=C)C1=CC=CC=C1 5-(iodomethyl)-3-methylene-5-phenyldihydrofuran-2(3H)-one